2-(4-((ethylamino)methyl)phenyl)-1,1,1,3,3,3-hexafluoropropan-2-ol C(C)NCC1=CC=C(C=C1)C(C(F)(F)F)(C(F)(F)F)O